NC1=NC=2C(=CC=CC2C=2N1C=C(N2)C(=O)N[C@H](C)C2=CC=CC=C2)F (R)-5-amino-7-fluoro-N-(1-phenylethyl)imidazo[1,2-c]quinazoline-2-carboxamide